CN1C(C=C(C2=CC=CC=C12)C(F)(F)F)=O 1-methyl-4-(trifluoromethyl)quinolin-2(1H)-one